[Hf].[Mg] Magnesium-hafnium